ClC1=C(C(=CC=C1)Cl)N1CCNCC1 1-(2,6-dichlorophenyl)piperazine